3-(1,4-Dimethyl-1H-benzotriazol-5-yl)-3-(7-{[(4R)-7-ethoxy-4-ethyl-1,1-dioxo-3,4-dihydro-2H-pyrido[2,3-b][1,4,5]oxathiazepin-2-yl]methyl}-2,3-dihydro-1H-inden-5-yl)propanoic acid CN1N=NC2=C1C=CC(=C2C)C(CC(=O)O)C=2C=C1CCCC1=C(C2)CN2S(C1=C(O[C@@H](C2)CC)N=C(C=C1)OCC)(=O)=O